C(C=C)(=O)N1C[C@@H](N(C[C@H]1C)C=1C2=C(N(C(N1)=O)C1=C(C=CC=C1S(=O)(=O)C)C1CC1)N=C(C(=C2)F)C2=C(C=CC=C2O)F)C 4-((2S,5R)-4-acryloyl-2,5-dimethylpiperazin-1-yl)-1-(2-cyclopropyl-6-(methylsulfonyl)phenyl)-6-fluoro-7-(2-fluoro-6-hydroxyphenyl)pyridino[2,3-d]pyrimidin-2(1H)-one